C(C)C=1SC=C(N1)C(=O)OC methyl 2-ethylthiazole-4-carboxylate